C(=O)(O)CCCCCN(C=1C=C2[O+]=C3C=C(CC(C3=CC2=CC1)(C)C)N(C1=CC=C(C=C1)S(=O)(=O)[O-])C)CCCS(=O)(=O)[O-] 4-[[6-[5-carboxypentyl(3-sulfonatopropyl)amino]-1,1-dimethyl-2H-xanthen-10-ium-3-yl]-methyl-amino]benzensulfonate